COC(C([Si](OC)(OC)OC)N1[SiH2]CCC1)(C)OC 2,2-dimethoxy-1-trimethoxysilylpropyl-1-aza-2-silacyclopentane